CCCCCCCCCCCCCCCCCCCCCCCCCC(=O)N[C@@H](CO[C@@H]1[C@@H]([C@H]([C@H]([C@H](O1)CO)O)O)O)[C@@H]([C@@H](CCCCC)O)O The molecule is a fatty amide resulting from the formal condensation of the carboxy group of cerotic acid with the amino group of (2S,3S,4R)-2-aminononane-1,3,4-triol and in which the primary hydroxy group of the resulting product has been converted to the corresponding alpha-D-galactopyranoside. It is a fatty amide, an alpha-D-galactoside and a monosaccharide derivative. It derives from a hexacosanoic acid.